CCC(=O)OC=C.CCC(=O)OC(C)C vinyl isopropyl bis(methyl acetate)